4-bromo-3-(4-bromophenyl)isoquinolin-1(2H)-one BrC1=C(NC(C2=CC=CC=C12)=O)C1=CC=C(C=C1)Br